4,4,7,7-tetramethyl-2,3,4,6,7,8-hexahydro-5H-chromen-5-one CC1(CCOC=2CC(CC(C12)=O)(C)C)C